C(C)(C)(C)C(C(=O)[O-])(C(=O)[O-])CC.[K+].[Na+].CO[C@H]1[C@@H](O[C@@H]([C@H]1O)CO)N1C=NC=2C(=O)NC(N)=NC12 O-Methyl-Guanosine sodium potassium 2-(tert-butyl)-2-ethylmalonate